N-(azetidin-3-ylmethyl)-1-(4-((3-(3-fluoro-4-methoxyphenyl)imidazo[1,2-a]pyrazin-8-yl)amino)-2-methyl-benzoyl)piperidine-4-carboxamide 2,2,2-trifluoro-acetate FC(C(=O)O)(F)F.N1CC(C1)CNC(=O)C1CCN(CC1)C(C1=C(C=C(C=C1)NC=1C=2N(C=CN1)C(=CN2)C2=CC(=C(C=C2)OC)F)C)=O